NCCN1C(C2=C(C=3C=CC(=CC13)F)N(N=C2)C)=O 5-(2-aminoethyl)-7-fluoro-1-methyl-pyrazolo[4,3-c]quinolin-4-one